4-(2-hydroxy-3-methoxyphenyl)-3-(3-hydroxy-4-methoxybenzylidene)dihydrofuran OC1=C(C=CC=C1OC)C1C(COC1)=CC1=CC(=C(C=C1)OC)O